6-(2-amino-6-fluoro-5-(2-(2-methoxyethyl)-5-methyl-1,2,3,4-tetrahydroisoquinolin-7-yl)pyridin-3-yl)-3,4-dihydroisoquinolin-1(2H)-one NC1=NC(=C(C=C1C=1C=C2CCNC(C2=CC1)=O)C1=CC(=C2CCN(CC2=C1)CCOC)C)F